BrC=1C=CC2=C(CCC=3C(=C(NC23)C(=O)OCC)C)C1 ethyl 7-bromo-3-methyl-4,5-dihydro-1H-benzo[g]indole-2-carboxylate